4-amino-N-(6-methyl-1-(4-(trifluoromethyl)benzoyl)isoquinolin-5-yl)thieno[3,2-d]pyrimidine-7-carboxamide NC=1C2=C(N=CN1)C(=CS2)C(=O)NC2=C1C=CN=C(C1=CC=C2C)C(C2=CC=C(C=C2)C(F)(F)F)=O